C1(=CC=CC=C1)N1C(=NC(=C1)CCCCCCNC1=CC=CC=C1)C1=C(C(=O)N)C=CC=C1C=1C=NNC1 (1-phenyl-4-(6-(phenylamino)hexyl)-1H-imidazol-2-yl)-3-(1H-pyrazol-4-yl)benzamide